O=C(CC(=O)OCC)C ethyl 3-oxobutanoate